COC1=NC(=NC(=C1)OC)NC(=O)NS(=O)(=O)C1=C(C=CC(=C1)C(=O)O)CNS(=O)(=O)C 2-[(4,6-dimethoxypyrimidin-2-ylcarbamoyl)sulfamoyl]-α-methanesulfonamido-p-toluic acid